FC=1C=C(C=CC1)NC(=O)N1CCCCC1 N-(3-fluorophenyl)piperidine-1-carboxamide